2-benzoyl-3-hydroxy-3,6-diphenyl-isoindoline-1-one C(C1=CC=CC=C1)(=O)N1C(C2=CC(=CC=C2C1(C1=CC=CC=C1)O)C1=CC=CC=C1)=O